Cl.OC=1C=C(C=CC1O)CCN 3,4-Dihydroxyphenylethylamine hydrochloride